2-(2-chlorophenyl)-quinazoline-4(3H)-one ClC1=C(C=CC=C1)C1=NC2=CC=CC=C2C(N1)=O